C(C)(C)(C)C1=CC=C(C=N1)C=1C=C2SCC(CN2C(C1C#N)=O)C 8-(6-(tert-butyl)pyridin-3-yl)-3-methyl-6-oxo-3,4-dihydro-2H,6H-pyrido[2,1-b][1,3]thiazine-7-carbonitrile